[Cl-].C(C)(C)(C)P tertiary butyl-phosphine chloride